4-[2-(1H-indazol-4-yl)-6-[(4-methylsulfonylpiperazin-1-yl)methyl]thieno[3,2-d]pyrimidin-4-yl]morpholine N1N=CC2=C(C=CC=C12)C=1N=C(C2=C(N1)C=C(S2)CN2CCN(CC2)S(=O)(=O)C)N2CCOCC2